ClC=1C=C(C=CC1F)NC(=O)C1=C(N=CN1C)C1CC2CC(CC2C1)(O)C1=C(C=NN1C)C(=O)N 5-(5-(5-((3-chloro-4-fluorophenyl)carbamoyl)-1-methyl-1H-imidazol-4-yl)-2-hydroxyoctahydropentalen-2-yl)-1-methyl-1H-pyrazole-4-carboxamide